ClC=1C=C2C(=CC1)NC(C21CCN(CC1)CCOC=1C=C2CCC(N(C2=CC1)C1CC(C1)O)=O)=O 5-chloro-1'-(2-{[1-(3-hydroxycyclobutyl)-2-oxo-1,2,3,4-tetrahydroquinolin-6-yl]oxy}ethyl)-1,2-dihydrospiro[indole-3,4'-piperidin]-2-one